nonachlorotetrasilane Cl[SiH]([Si]([Si]([Si](Cl)(Cl)Cl)(Cl)Cl)(Cl)Cl)Cl